20-{[(2R,3S,5R)-5-(6-amino-2-fluoro-9H-purin-9-yl)-2-ethynyl-3-hydroxyoxolan-2-yl]methoxy}-20-oxoicosanoic acid NC1=C2N=CN(C2=NC(=N1)F)[C@H]1C[C@@H]([C@@](O1)(C#C)COC(CCCCCCCCCCCCCCCCCCC(=O)O)=O)O